ClC1=NC(=C2C(=N1)NN=C2)NCC 6-chloro-N-ethyl-1H-pyrazolo[3,4-d]pyrimidin-4-amine